BrC1=CC=C(CO[C@H]2[C@@H](CNC2)N2N=NC(=C2)C=2C=NC=CC2)C=C1 3-(1-((3R,4R)-4-(4-bromobenzyloxy)pyrrolidin-3-yl)-1H-1,2,3-triazol-4-yl)pyridine